C1(CC(C(CC1)C(C)C)OC(CCC(=O)N(C)C)=O)C.C(#N)N1CC2=C(C=C(C=C2C1)CS(=O)(=O)N)C1=CC=CC=C1 (2-cyano-7-phenylisoindolin-5-yl)methanesulfonamide menthyl-N,N-dimethylsuccinamate